FC1(CCC(CC1)NC1=NC=C(C(=N1)NC(C)C)C(=O)N)F 2-(4,4-difluorocyclohexylamino)-4-(isopropylamino)pyrimidine-5-carboxamide